COC(=O)C=1C(=C2C=CC(=NC2=CN1)N1C[C@@H](CC1)O[Si](C)(C)C(C)(C)C)O.[N+](=O)([O-])C=1C=CC(=NC1)NS(=O)(=O)C=1C=NC=CC1 N-(5-nitropyridin-2-yl)pyridine-3-sulfonamide methyl-(R)-2-(3-((tert-butyldimethylsilyl)oxy)pyrrolidin-1-yl)-5-hydroxy-1,7-naphthyridine-6-carboxylate